NC\C=C(\CN1N=NC2=C1C=C(C=C2C2=CC(=CC=C2)S(N(C)C)(=O)=O)C(=O)NC)/F (Z)-1-(4-amino-2-fluorobut-2-en-1-yl)-4-(3-(N,N-dimethylsulfamoyl)phenyl)-N-methyl-1H-benzo[d][1,2,3]triazole-6-carboxamide